ClC=1C=C(COC(=O)N[C@H](C(=O)N[C@H](C(=O)OC)CCC(N2CCC3=C(CC2)C=CC=C3)=O)CC3CCCCC3)C=CC1 Methyl (S)-2-((S)-2-((((3-chlorobenzyl)oxy)carbonyl)amino)-3-cyclohexylpropanamido)-5-oxo-5-(1,2,4,5-tetrahydro-3H-benzo[d]azepin-3-yl)pentanoate